tert-butyl 4-(9-(4-chloro-2-fluorophenyl)-2,3-dimethyl-4-oxo-4H-pyrazino[1,2-a]pyrimidin-7-yl)piperazine-1-carboxylate ClC1=CC(=C(C=C1)C1=NC(=CN2C1=NC(=C(C2=O)C)C)N2CCN(CC2)C(=O)OC(C)(C)C)F